(S)-1-(3-(difluoromethyl)phenyl)-3-(isoquinolin-4-yl)-2-oxoimidazoline-4-carbonitrile FC(C=1C=C(C=CC1)N1C(N([C@@H](C1)C#N)C1=CN=CC2=CC=CC=C12)=O)F